CN(C)C1=NC(=C2N=CN(C2=N1)C1OCCCC1)NCC1=CC=CC=C1 (Dimethylamino)-6-benzylamino-9-(tetrahydro-2H-pyran-2-yl)-9H-purine